ClC=1C=C(C=CC1)C1C(=C(N=C2N1C(CS2)=O)C)C(=O)OC(C)C isopropyl 5-(3-chlorophenyl)-7-methyl-3-oxo-2,3-dihydro-5H-thiazolo[3,2-a]pyrimidine-6-carboxylate